4-{[(t-butoxycarbonyl)amino]methyl}benzoic acid C(C)(C)(C)OC(=O)NCC1=CC=C(C(=O)O)C=C1